N1=NN=NC1C=1C=C(C=O)C=CC1 3-(5H-tetrazol-5-yl)benzaldehyde